[O].C=CCCCC hexene oxygen